N-ethyl-N'-(4-(3-((3-fluoro-5-(trifluoromethyl)benzyl)oxy)oxetan-3-yl)-5-methoxy-2-methylphenyl)-N-methylformimidamide C(C)N(C=NC1=C(C=C(C(=C1)OC)C1(COC1)OCC1=CC(=CC(=C1)C(F)(F)F)F)C)C